4-[(E)-3-[4-[2-(2-Methylanilino)-2-oxoethoxy]phenyl]-3-oxoprop-1-enyl]benzoic acid CC1=C(NC(COC2=CC=C(C=C2)C(/C=C/C2=CC=C(C(=O)O)C=C2)=O)=O)C=CC=C1